N[C@H](C(=O)NCCC(=O)N[C@H](CCC(=O)OC(C)(C)C)C(=O)OC(C)(C)C)CCN(C(CO)=O)[C@H](C(C)(C)C)C=1N(C=C(C1)C1=C(C=CC(=C1)F)F)CC1=CC=CC=C1 di-tert-butyl N-{(2S)-2-amino-4-[{(1R)-1-[1-benzyl-4-(2,5-difluorophenyl)-1H-pyrrol-2-yl]-2,2-dimethylpropyl}(hydroxyacetyl)amino]butanoyl}-beta-alanyl-D-glutamate